2-(2'-nitrobenzyloxy-5'-methylphenyl)benzotriazole [N+](=O)([O-])C1=C(COC2=C(C=C(C=C2)C)N2N=C3C(=N2)C=CC=C3)C=CC=C1